FN1C(C2(C3=CC=CC(=C13)C)CC2)=O fluoro-7'-methyl-spiro[cyclopropane-1,3'-indolin]-2'-one